methyl-2-((1,1,1-trifluoro-2-methylpropan-2-yl)oxy)acetamide CC(C(=O)N)OC(C(F)(F)F)(C)C